The molecule is a 1,2-diacyl-sn-glycero-3-phosphoethanolamine in which the 1- and 2-acyl groups are specified as (6Z,9Z,12Z,15Z)-octadecatetraenoyl and (15Z)-tetracosenoyl respectively. It has a role as a metabolite. CCCCCCCC/C=C\\CCCCCCCCCCCCCC(=O)O[C@H](COC(=O)CCCC/C=C\\C/C=C\\C/C=C\\C/C=C\\CC)COP(=O)(O)OCCN